N-(2,6-dichlorophenyl)-4-ethoxy-2-{[1-(1-methylpiperidin-4-yl)-1H-pyrazol-4-yl]amino}pyrimidine-5-carboxamide ClC1=C(C(=CC=C1)Cl)NC(=O)C=1C(=NC(=NC1)NC=1C=NN(C1)C1CCN(CC1)C)OCC